O.CC1=CC=C(C=C1)S(=O)(=O)O 4-methylbenzenesulfonic acid-monohydrate